trans-4-(((trans-4-(3-Cyano-4-methoxy-phenyl)cyclohexyl)-methyl)(4-(1-iso-propyl-1H-pyrazol-4-yl)pyridin-2-yl)carbamoyl)cyclohexyl 3-methoxyazetidine-1-carboxylate COC1CN(C1)C(=O)O[C@@H]1CC[C@H](CC1)C(N(C1=NC=CC(=C1)C=1C=NN(C1)C(C)C)C[C@@H]1CC[C@H](CC1)C1=CC(=C(C=C1)OC)C#N)=O